(S)-N-((E)-3-((tert-butyldimethylsilyl)oxy)-4,4,4-trifluorobutylidene)-2-methylpropane-2-sulfinamide [Si](C)(C)(C(C)(C)C)OC(C\C=N\[S@@](=O)C(C)(C)C)C(F)(F)F